Cl.NC(C(=O)O)C1=CC=C(C=C1)Br 2-amino-2-(4-bromophenyl)ethanoic acid hydrochloride